iron(II) phosphate P(=O)([O-])([O-])[O-].[Fe+2].P(=O)([O-])([O-])[O-].[Fe+2].[Fe+2]